C(C)NC=1N=CC2=C(N1)NC=C2C=2C=C(C=1N(C2)C(=CN1)CO)F (6-(2-(ethylamino)-7H-pyrrolo[2,3-d]pyrimidin-5-yl)-8-fluoroimidazo[1,2-a]pyridin-3-yl)methanol